CC1=C(C=NN1)C1=CC=C2C(=N1)SC(=N2)NC2=NC=CC(=C2)N2[C@H](CN(CC2)S(=O)(=O)C)C (S)-5-(5-methyl-1H-pyrazol-4-yl)-N-(4-(2-methyl-4-(methylsulfonyl)piperazin-1-yl)pyridin-2-yl)thiazolo[5,4-b]pyridin-2-amine